(3S)-3-{[1-cyclopentyl-5-(2,6-dimethoxyphenyl)-1H-pyrazol-3-yl]formamido}-5-(piperidin-1-yl)-N-(1,3-thiazol-2-yl)pentanamide C1(CCCC1)N1N=C(C=C1C1=C(C=CC=C1OC)OC)C(=O)N[C@H](CC(=O)NC=1SC=CN1)CCN1CCCCC1